7-Methyl-1,6-octadiene CC(=CCCCC=C)C